N,N-bis[(4-methoxyphenyl)methyl]-2-(morpholin-4-yl)-8-(1,3-thiazol-2-yl)pyrazolo[1,5-a][1,3,5]triazin-4-amine COC1=CC=C(C=C1)CN(C1=NC(=NC=2N1N=CC2C=2SC=CN2)N2CCOCC2)CC2=CC=C(C=C2)OC